The molecule is a member of the class of leukotrienes that is leukotriene B4 in which the hydroxy group at position 12 has been oxidised to the corresponding ketone and one of the methyl hydrogens at position 20 replaced by a hydroxy group. It is a leukotriene, a long-chain fatty acid, a secondary alcohol, a primary alcohol, an oxo fatty acid and a hydroxy polyunsaturated fatty acid. It derives from a leukotriene B4. It is a conjugate acid of a 12-oxo-20-hydroxyleukotriene B4(1-). C(CC/C=C\\CC(=O)/C=C/C=C/C=C\\[C@H](CCCC(=O)O)O)CCO